(R)-3-(4-((4-((S)-3-chloro-2-hydroxypropoxy)phenyl)ethynyl)phenoxy)propane-1,2-diol ClC[C@H](COC1=CC=C(C=C1)C#CC1=CC=C(OC[C@@H](CO)O)C=C1)O